(R)-8-(5-(5-(1-(1H-pyrrolo[2,3-b]pyridin-4-yl)ethoxy)-1H-indazol-3-yl)pyridin-2-yl)-1-ethyl-1,8-diazaspiro[4.5]decan-2-one N1C=CC=2C1=NC=CC2[C@@H](C)OC=2C=C1C(=NNC1=CC2)C=2C=CC(=NC2)N2CCC1(CCC(N1CC)=O)CC2